FC(CC1=CC2=C(N=CN=C2N2CC3(C2)CCN(CC3)CC3CCC(CC3)NS(=O)(=O)CC)N=C1)(F)F N-(1R,4R)-[4-[[2-[6-(2,2,2-trifluoroethyl)pyrido[2,3-d]pyrimidin-4-yl]-2,7-diazaspiro[3.5]nonan-7-yl]methyl]cyclohexyl]ethanesulfonamide